C(C)OC1=NN(C(=C1C)NC(=O)N[C@@H]1CN(C[C@H]1C1=CC=CC=C1)C1=C(C=CC=C1)Cl)C1=CC=CC=C1 1-(3-ethoxy-4-methyl-1-phenyl-1H-pyrazol-5-yl)-3-((3s,4r)-1-(2-chlorophenyl)-4-phenylpyrrolidin-3-yl)urea